BrC=1C=CC(=NC1C)NC(=O)C(C(C1CC1)C1CC1)NC(=O)C=1N(N=CC1)CC N-[1-[(5-bromo-6-methyl-2-pyridyl)carbamoyl]-2,2-dicyclopropyl-ethyl]-2-ethyl-pyrazole-3-carboxamide